N-(tert-butyl)-3-((2-((4-(4-((2-(2,4-dioxotetrahydropyrimidin-1(2H)-yl)benzyl)(methyl)amino)piperidin-1-yl)phenyl)amino)-5-methylpyrimidin-4-yl)amino)benzenesulfonamide C(C)(C)(C)NS(=O)(=O)C1=CC(=CC=C1)NC1=NC(=NC=C1C)NC1=CC=C(C=C1)N1CCC(CC1)N(C)CC1=C(C=CC=C1)N1C(NC(CC1)=O)=O